C(N)(=O)C1(CC1)N1C(C(=CC=C1)COC=1C=CC2=C(C=C(O2)C)C1)O N-(1-carbamoylcyclopropyl)-5-((2-hydroxypyridin-3-yl)methoxy)-2-methylbenzofuran